(1S,2R,4aS,6aS,6bR,8aR,14aR,14bR,16bS)-benzyl 1,2,6a,6b,9,9,11,14a-octamethyl-1,2,3,4,4a,5,6,6a,6b,7,8,8a,9,14,14a,14b,15,16b-octadecahydrochryseno[1,2-g]quinazoline-4a-carboxylate C[C@H]1[C@@H](CC[C@@]2(CC[C@]3([C@@]4(CC[C@@H]5[C@](CC=6C=NC(=NC6C5(C)C)C)([C@H]4CC=C3[C@H]12)C)C)C)C(=O)OCC1=CC=CC=C1)C